FC=1C=NN(C1)C1=C(C=C(C=C1)NC(CC1=C(C=CC=C1)C(F)(F)F)=O)S(N)(=O)=O N-[4-(4-fluoro-1H-pyrazol-1-yl)-3-sulfamoylphenyl]-2-[2-(trifluoromethyl)phenyl]acetamide